Aluminum mono(ethylacetoacetate) bis(ethyl acetoacetate) C(C)CC(CC(=O)[O-])=O.C(C)CC(CC(=O)[O-])=O.C(C)CC(CC(=O)[O-])=O.[Al+3]